(2,6-dimethyl-4-nitro-phenoxy)-2,3-difluoro-4-(4-pentylcyclohexyl)-benzene CC1=C(OC2=C(C(=C(C=C2)C2CCC(CC2)CCCCC)F)F)C(=CC(=C1)[N+](=O)[O-])C